C1(CCCCC1)C1=CC=C2C=CC3=C(C=CC4=CC=C1C2=C34)C3CCCCC3 1,6-dicyclohexyl-pyrene